(S)-(-)-phenethyl alcohol C(CC1=CC=CC=C1)O